(rac)-tert-butyl 4-(2-tetrahydrofuran-3-yl-3H-imidazo[4,5-b]pyridin-7-yl)piperidine-1-carboxylate O1C[C@H](CC1)C1=NC=2C(=NC=CC2C2CCN(CC2)C(=O)OC(C)(C)C)N1 |r|